2-(4-bromophenyl)-3-phenoxyquinoline BrC1=CC=C(C=C1)C1=NC2=CC=CC=C2C=C1OC1=CC=CC=C1